[C@H]12CN(C[C@H](CC1)N2)C2=C1C(=NC(=N2)OCC2(CC2)CN2CCOCC2)C=C(C=2N1C=CN2)C2=CC=CC1=CC=C(C(=C21)C#C)F 4-(1-((1R,5S)-3,8-diazabicyclo[3.2.1]octan-3-yl)-3-((1-(morpholinomethyl)cyclopropyl)methoxy)imidazo[1',2':1,6]pyrido[3,2-d]pyrimidin-6-yl)-5-ethynyl-6-fluoronaphthalen